5-(3-hydroxyphenyl)nicotinaldehyde OC=1C=C(C=CC1)C=1C=NC=C(C=O)C1